6-[2-(1-methylphenoxypyridin-4-yl)-2,3-dihydro-1H-isoindol-4-yl]-3,4-dihydro-2H-quinoline CC1(OC2=NC=CC(=C2)N2CC3=CC=CC(=C3C2)C=2C=C3CCCNC3=CC2)CC=CC=C1